OC(CN1CCC(CC1)NC1=C2C=C(N(C2=CC=C1)CC(F)(F)F)C#CCNC1=C(C=C(C=C1)S(=O)(=O)NC(C)=O)OC)COC N-(4-{[3-(4-{[1-(2-hydroxy-3-methoxypropyl)piperidin-4-yl]amino}-1-(2,2,2-trifluoroethyl)-1H-indol-2-yl)prop-2-yn-1-yl]amino}-3-methoxybenzenesulfonyl)acetamide